2-(2-(2-Aminoethyl)-6,7-dihydro-1H-[1,4]dioxino[2',3':4,5]benzo[1,2-d]imidazol-1-yl)-N,N-dimethylethan-1-amine tri-hydrochloride Cl.Cl.Cl.NCCC1=NC2=C(N1CCN(C)C)C=C1C(=C2)OCCO1